N-(1,3-Benzodioxol-4-ylmethyl)-N-[[2-(1-piperidinyl)-4-pyridinyl]methyl]aniline dinonyl-8,8'-((2-hydroxyethyl)azanediyl)dioctanoate C(CCCCCCCC)OC(CCCCCCCN(CCCCCCCC(=O)OCCCCCCCCC)CCO)=O.O1COC2=C1C=CC=C2CN(C2=CC=CC=C2)CC2=CC(=NC=C2)N2CCCCC2